(S)-N-(2-carbamoyl-2-methylpropyl)-5-amino-4-hydroxy-2,7-diisopropyl-8-[4-methoxy-3-(3-methoxypropoxy)-phenyl]-octanoamide hemi-fumarate C(\C=C\C(=O)O)(=O)O.C(N)(=O)C(CNC([C@@H](CC(C(CC(CC1=CC(=C(C=C1)OC)OCCCOC)C(C)C)N)O)C(C)C)=O)(C)C.C(N)(=O)C(CNC([C@@H](CC(C(CC(CC1=CC(=C(C=C1)OC)OCCCOC)C(C)C)N)O)C(C)C)=O)(C)C